ClC=1C=CC2=C(N=C(S2)N(CCC2=C(C=C(C=C2)OC)F)CC2=CC=C(C=C2)C#CC(=O)O)C1 3-(4-(((5-chlorobenzo[d]thiazol-2-yl)(2-fluoro-4-methoxyphenethyl)-amino)methyl)phenyl)propiolic acid